CC1=NC(=CC=C1OC1CN(C1)C(=O)O)C(NC)=O 3-{methyl-[6-(methylcarbamoyl)pyridin-3-yl]Oxy}azetidine-1-carboxylic acid